C(C)(C)(C)OC(=O)NC(C/C=C/C(=O)OCC)(C)C ethyl (E)-5-((tert-butoxycarbonyl)amino)-5-methylhex-2-enoate